4-(2-(methylcarbamoyl)-1H-indol-4-yl)benzoic acid CNC(=O)C=1NC2=CC=CC(=C2C1)C1=CC=C(C(=O)O)C=C1